N1=CC=C(C=C1)C1=CC(=NN1)C(=O)N1CCC(CC1)C(=O)NC1CCC(CC1)O 1-[5-(pyridin-4-yl)-1H-pyrazole-3-carbonyl]-N-[(1s,4s)-4-hydroxycyclohexyl]piperidine-4-carboxamide